IC1=NN2C(C=CC=C2OC=2C=C(C=CC2)NC(C=C)=O)=N1 N-(3-(2-iodo-[1,2,4]triazolo[1,5-a]pyridin-5-yloxy)phenyl)acrylamide